C(C)(C)OC=1C=CC(=NC1)OC1C[C@@H](N(C[C@H]1C)C=1C2=C(N(C(N1)=O)C)C=CC(=N2)C#N)C 4-((2S,5R)-4-((5-Isopropoxypyridin-2-yl)oxy)-2,5-dimethylpiperidin-1-yl)-1-methyl-2-oxo-1,2-dihydropyrido[3,2-d]pyrimidin-6-carbonitril